O1C(COCC1)COC1=NN(C2=CC(=CC=C12)NC1=NN(C2=NC=CC=C21)C2OCCCC2)C N-(3-((1,4-dioxan-2-yl)methoxy)-1-methyl-1H-indazol-6-yl)-1-(tetrahydro-2H-pyran-2-yl)-1H-pyrazolo[3,4-b]pyridin-3-amine